NC1=NC=CC=C1C1=NC=2C(=NC(=CC2)C2=C(C=CC=C2)F)N1C1=CC=C(C=C1)[C@@H]1CN(CC1)CC1CCC(CC1)C(=O)O (1S,4s)-4-(((R)-3-(4-(2-(2-aminopyridin-3-yl)-5-(2-fluorophenyl)-3H-imidazo[4,5-b]pyridin-3-yl)phenyl)pyrrolidin-1-yl)methyl)cyclohexane-1-carboxylic acid